C(I)(I)(I)I.[Ag] silver carbon iodide